N-[4-fluoro-2-methyl-5-(4,4,5,5-tetramethyl-1,3,2-dioxaborolan-2-yl)phenyl]pyrazolo[1,5-a]pyridine-3-carboxamide FC1=CC(=C(C=C1B1OC(C(O1)(C)C)(C)C)NC(=O)C=1C=NN2C1C=CC=C2)C